FC=1C=CC(=C(C1)C#CC=1C(=CC=NC1)C)NS(=O)(=O)C=1C(=CC=C2C=CC=NC12)C 5-{2-[5-Fluoro-2-(7-methylchinolin-8-sulfonamido)phenyl]ethynyl}-4-methylpyridin